FC(C1=C(CNC(OC(C)(C)C)=O)C=CC(=C1)B1OC(C(O1)(C)C)(C)C)F tert-butyl (2-(difluoromethyl)-4-(4,4,5,5-tetramethyl-1,3,2-dioxaborolan-2-yl)benzyl)carbamate